[(3aS,4R,6aR)-2,3,3a,4,5,6a-hexahydrofuro[2,3-b]furan-4-yl] (4-nitrophenyl) carbonate C(O[C@@H]1[C@H]2[C@@H](OC1)OCC2)(OC2=CC=C(C=C2)[N+](=O)[O-])=O